(4aR,6bS,9R,10R,11S,12aR,14bS)-10,11-dihydroxy-9-(hydroxymethyl)-2,2,6b,9,12a-pentamethyl-1,2,3,4,4a,5,6,6a,6b,7,9,10,11,12,12a,12b,13,14b-octadecahydropicene-4a-carboxylic acid O[C@@H]1[C@@](C2=CC[C@]3(C4CC[C@]5(CCC(C[C@H]5C4=CCC3[C@]2(C[C@@H]1O)C)(C)C)C(=O)O)C)(C)CO